CC=1N=C(C2=C(N1)C1=C(O2)C=CC=C1)N1[C@@H](C[C@@H](C1)NC(=O)C1(CC1)C1=CC=NC=C1)C(=O)O (2S,4S)-1-(2-methylbenzofuro[3,2-d]pyrimidin-4-yl)-4-(1-(pyridin-4-yl)cyclopropane-1-carboxamido)pyrrolidine-2-carboxylic acid